F[B-](F)(F)F.CN(C)C(=[N+]1N=[N+](C2=C1C=CC=C2)[O-])N(C)C 1-[bis(dimethylamino)-methylene]-1H-benzotriazolium 3-oxide tetrafluoroborate